4-bromo-3-methyl-1H-pyrrole-2-carbaldehyde BrC=1C(=C(NC1)C=O)C